C(C)(C)OC=1C=CC(=NC1)C1=NSC(=N1)NC1=NC=C(C=C1S(=O)(=O)O)C(F)(F)F 2-((3-(5-isopropoxypyridin-2-yl)-1,2,4-thiadiazol-5-yl)amino)-5-(trifluoromethyl)pyridine-3-sulfonic acid